COC=1C=C(C=NC1)C1=CC(=NC=C1)C=1NC(=CN1)C1=CC=CC=C1 5-Methoxy-2'-(5-phenyl-1H-imidazol-2-yl)-3,4'-bipyridin